[Zn].[Se].[S] sulfur Selenium-zinc